N-(5-((4-(8-fluoro-2-oxo-5,6-dihydro-4H-imidazo[4,5,1-ij]quinolin-1(2H)-yl)pyrimidin-2-yl)amino)-4-methoxy-2-(methyl(2-(methyl(methyl-d3)amino)ethyl)amino)phenyl)acrylamide FC=1C=C2CCCN3C2=C(C1)N(C3=O)C3=NC(=NC=C3)NC=3C(=CC(=C(C3)NC(C=C)=O)N(CCN(C([2H])([2H])[2H])C)C)OC